3-methoxy-2-(6-(methyl-(2,2,6-trimethylpiperidin-4-yl)amino)pyridazin-3-yl)-5-(5-methyloxazol-2-yl)phenol COC=1C(=C(C=C(C1)C=1OC(=CN1)C)O)C=1N=NC(=CC1)N(C1CC(NC(C1)C)(C)C)C